C(\C=C/C(=O)O)(=O)O.FC=1C=C2C3=C(NC2=CC1)C1(OCC3)CCC(CC1)(N(C)C)C1=CC=CC=C1 (1r,4r)-6'-fluoro-N,N-dimethyl-4-phenyl-4',9'-dihydro-3'H-spiro[cyclohexane-1,1'-pyrano[3,4-b]indol]-4-amine maleate